N2-isopropyl-6-methoxy-7-(3-(pyrrolidin-1-yl)propoxy)-N4-(tetrahydro-2H-pyran-4-yl)quinazoline-2,4-diamine C(C)(C)NC1=NC2=CC(=C(C=C2C(=N1)NC1CCOCC1)OC)OCCCN1CCCC1